4-(2-hydroxyethyl)-1,3-thiazolidine-2-one-5-carboxylate OCCC1NC(SC1C(=O)[O-])=O